CNC(C)=O (methylamino)ethan-1-one